ClN1C(C(=C(C2=CC=CC=C12)C)C(C=CC1=C(C=CC=C1)OC)=O)=O chloro-3-(3-(methoxyphenyl)acryloyl)-4-methylquinolin-2(1H)-one